methyl-2,2-dimethyltetrahydrofuran CC1C(OCC1)(C)C